2-(6-(((1S,2S,3R,5R)-2-fluoro-8-methyl-8-azabicyclo[3.2.1]octan-3-yl)(methyl)amino)pyridazin-3-yl)-5-(1H-imidazol-1-yl)phenol F[C@H]1[C@@H]2CC[C@H](C[C@H]1N(C1=CC=C(N=N1)C1=C(C=C(C=C1)N1C=NC=C1)O)C)N2C